C1(CC1)C1=C(C(=NO1)C1=C(C=NC=C1Cl)Cl)/C=C/C12CCC(CC1)(CC2)C=2SC1=C(N2)C=CC=C1 (E)-2-(4-(2-(5-Cyclopropyl-3-(3,5-dichloropyridin-4-yl)isoxazol-4-yl)vinyl)bicyclo[2.2.2]octan-1-yl)benzo[d]thiazol